CO[Si]1(O[Si](O[Si](O1)(OC)OC)(OC)OC)OC hexamethoxycyclotrisiloxane